3-bromo-4-({[(2S)-1-hydroxypropan-2-yl]amino}methyl)benzonitrile BrC=1C=C(C#N)C=CC1CN[C@H](CO)C